ClC=1C(=C(C=NC1C#N)C=1C=NN(C1)C1CCN(CC1)C(=O)OC(C)(C)C)C Tert-butyl 4-(4-(5-chloro-6-cyano-4-methylpyridin-3-yl)-1H-pyrazol-1-yl)piperidine-1-carboxylate